2-[[4-[5-isobutyl-2-(2H-tetrazol-5-yl)phenyl]piperazin-1-yl]methyl]pyrimidine C(C(C)C)C=1C=CC(=C(C1)N1CCN(CC1)CC1=NC=CC=N1)C=1N=NNN1